CC1=NN(C(=C1CCC(=O)N1CCOCC1)C)C=1C=CC=2N(N1)C(=NN2)C 3-(3,5-dimethyl-1-(3-methyl-[1,2,4]triazolo[4,3-b]pyridazin-6-yl)-1H-pyrazol-4-yl)-1-morpholinopropan-1-one